sodium 4,4'-azobis(4-cyanopentanoic acid) salt N(=NC(CCC(=O)[O-])(C)C#N)C(CCC(=O)[O-])(C)C#N.[Na+].[Na+]